benzyl 3-((cis)-1-benzyl-3,3-difluorohexahydro-1H-pyrrolo[2,3-c]pyridin-6(2H)-yl)-2,2-dimethyl-3-oxopropanoate C(C1=CC=CC=C1)N1CC([C@@H]2[C@H]1CN(CC2)C(C(C(=O)OCC2=CC=CC=C2)(C)C)=O)(F)F